oxy-((S)-(1-isopropoxycarbonyl)ethylamino)-phosphoryl chloride O(P(=O)(NCCC(=O)OC(C)C)Cl)Cl